FC1=CC=C(C=C1)Cl monofluorochlorobenzene